1-(5Z,8Z,11Z,14Z-eicosatetraenoyl)-2-(9Z-octadecenoyl)-glycero-3-phospho-(1'-sn-glycerol) CCCCCCCC/C=C\CCCCCCCC(=O)O[C@H](COC(=O)CCC/C=C\C/C=C\C/C=C\C/C=C\CCCCC)COP(=O)(O)OC[C@H](CO)O